C1(CC1)CCC1N(S(C2=C(N(C1)C1=CC=CC=C1)C=C(C(=C2)O\C=C(\C(=O)[O-])/F)SC)(=O)=O)C (Z)-3-((3-(2-cyclopropylethyl)-2-methyl-7-(methylthio)-1,1-dioxido-5-phenyl-2,3,4,5-tetrahydrobenzo[f][1,2,5]thiadiazepin-8-yl)oxy)-2-fluoroacrylate